O1C(CCC1)C(=O)[O-] 2-tetrahydrofurancarboxylate